C1(=CC=CC=C1)C(=NC1=CC2=C(C=N1)C=NN2C=2C=C(C=CC2)C)C2=CC=CC=C2 N-(diphenylmethylene)-1-(m-tolyl)-1H-pyrazolo[4,3-c]pyridin-6-amine